2-(3-(((1S,2R,3R,5S,6R)-2,6-difluoro-8-azabicyclo[3.2.1]octan-3-yl-1,5-d2)(methyl)amino)-1,2,4-triazin-6-yl)-5-(1H-imidazol-1-yl)phenol F[C@@H]1[C@@]2(C[C@H]([C@](C[C@H]1N(C=1N=NC(=CN1)C1=C(C=C(C=C1)N1C=NC=C1)O)C)(N2)[2H])F)[2H]